ClCCN1C(=NC2=C(C1=O)C=NN2C2=CC=CC=C2)C=2C(=NC=CC2)F 5-(2-chloroethyl)-6-(2-fluoropyridin-3-yl)-1-phenyl-1,5-dihydro-4H-pyrazolo[3,4-d]pyrimidin-4-one